NC1=C2C(NNC(C2=CC=C1)=O)=O 5-amino-2,3-dihydro-phthalazine-1,4-dione